N(C(=N)N)CC(=O)[O-] GUANIDINOACETAT